(S)-2-((3-(1-(4-Hydroxyphenyl)-2-oxo-1,2-dihydro-3H-imidazo[4,5-b]pyridin-3-yl)pyrrolidin-1-yl)methyl)-1-methyl-1H-imidazole-5-carboxylic Acid OC1=CC=C(C=C1)N1C(N(C2=NC=CC=C21)[C@@H]2CN(CC2)CC=2N(C(=CN2)C(=O)O)C)=O